5-Chloro-2-cyanopyridin-3-yl 3-deoxy-2-O-ethyl-3-[4-(3,4,5-trifluorophenyl)-1H-1,2,3-triazol-1-yl]-1-thio-α-D-galactopyranoside C(C)O[C@H]1[C@@H](SC=2C(=NC=C(C2)Cl)C#N)O[C@@H]([C@@H]([C@@H]1N1N=NC(=C1)C1=CC(=C(C(=C1)F)F)F)O)CO